C(C)C1=C(C=CC=C1)SC1=C(NC2=CC=C(C=C12)C(F)(F)F)CO (3-((2-ethylphenyl)thio)-5-(trifluoromethyl)-1H-indol-2-yl)methanol